bis[2-(isopropylamino) propyl] ether C(C)(C)NC(COCC(C)NC(C)C)C